4-[2-(2-{[(4-methoxyphenyl)(methyl)oxo-λ6-sulfanylidene]amino}phenyl)ethynyl]isoquinoline-1-carboxylic acid COC1=CC=C(C=C1)S(=O)(C)=NC1=C(C=CC=C1)C#CC1=CN=C(C2=CC=CC=C12)C(=O)O